N=1C=NN2C1C=C(C=C2)C=2C=1N(C(=NC2)NCC2=C(C=CC3=C2[C@@H]2[C@H](O3)C2)F)C=NN1 8-([1,2,4]triazolo[1,5-a]pyridin-7-yl)-N-(((1aR,6bR)-5-fluoro-1a,6b-dihydro-1H-cyclopropa[b]benzofuran-6-yl)methyl)-[1,2,4]triazolo[4,3-c]pyrimidin-5-amine